6-[4-Cyclopropyl-3-(trifluoromethyl)phenyl]-N4-{[1-(methoxymethyl)cyclopentyl]methyl}-N4-methylpyridin-2,3,4-triamine C1(CC1)C1=C(C=C(C=C1)C1=CC(=C(C(=N1)N)N)N(C)CC1(CCCC1)COC)C(F)(F)F